NC\C=C(\CN1N=NC2=C1C=C(C=C2C2=CC(=CC=C2)S(N(C)C)(=O)=O)C(=O)OC)/F methyl (Z)-1-(4-amino-2-fluorobut-2-en-1-yl)-4-(3-(N,N-dimethylsulfamoyl)phenyl)-1H-benzo[d][1,2,3]triazol-6-carboxylate